1-AMINONAPHTHALENE-2-BORONIC ACID NC1=C(C=CC2=CC=CC=C12)B(O)O